C1(=CC=C(C=C1)C(=O)OC)C(=O)OCC 1,4-Benzenedicarboxylic acid, ethyl methyl ester